3-hydroxy-4-(1-naphthyl)-5-(4-pyridyl)-isothiazole OC1=NSC(=C1C1=CC=CC2=CC=CC=C12)C1=CC=NC=C1